1-(tert-butyl) 2-methyl-4-(4,4,5,5-tetramethyl-1,3,2-dioxaborolan-2-yl)-2,5-dihydro-1H-pyrrole-1,2-dicarboxylate CC1(N(CC(=C1)B1OC(C(O1)(C)C)(C)C)C(=O)OC(C)(C)C)C(=O)[O-]